N1=C(C=CC=C1)C=1N=C(SC1CN1CCCC1)NC1=NC=CC(=C1)C(F)(F)F 4-(pyridin-2-yl)-5-(pyrrolidin-1-ylmethyl)-N-(4-(trifluoromethyl)pyridin-2-yl)thiazol-2-amine